5-Methyl-8-((3R,4R)-3-methyl-4-(2,4,6-trifluorophenoxy)piperidin-1-yl)-6-oxo-5,6-dihydro-1,5-naphthyridin-2-carbonitril CN1C=2C=CC(=NC2C(=CC1=O)N1C[C@H]([C@@H](CC1)OC1=C(C=C(C=C1F)F)F)C)C#N